FC1=CC=C(C=C1)C1=CC=CC(=C1)F 4',5-difluoro-[1,1'-biphenyl]